N-(naphthalen-1-yl)thiosemicarbazide C1(=CC=CC2=CC=CC=C12)NNC(=S)N